4-(2-(4-aminopiperidin-1-yl)-8-methyl-7-oxo-6-(2-trifluoromethylphenyl)-7,8-dihydropyrido[2,3-d]pyrimidin-4-yl)-2-fluorobenzonitrile NC1CCN(CC1)C=1N=C(C2=C(N1)N(C(C(=C2)C2=C(C=CC=C2)C(F)(F)F)=O)C)C2=CC(=C(C#N)C=C2)F